3-Chlorobenzyl ((S)-3-cyclohexyl-1-(((S)-5-(2,3-dihydrobenzo[f][1,4]oxazepin-4(5H)-yl)-1-hydroxy-5-oxopentan-2-yl)amino)-1-oxopropan-2-yl)carbamate C1(CCCCC1)C[C@@H](C(=O)N[C@H](CO)CCC(=O)N1CCOC2=C(C1)C=CC=C2)NC(OCC2=CC(=CC=C2)Cl)=O